(3-(aminomethyl)benzyl)glycine NCC=1C=C(CNCC(=O)O)C=CC1